(1r,2s)-6'-bromo-2,8'-difluoro-2',3'-dihydro-1'H-spiro[cyclopropane-1,4'-isoquinoline] BrC=1C=C2[C@]3(CNCC2=C(C1)F)[C@H](C3)F